4-{5-[(1S,2s)-2-fluorocyclopropyl]-1,2,4-oxadiazol-3-yl}-N-{(1s,2r,6r)-2-fluoro-6-[4-(propan-2-yl)piperazin-1-yl]cyclohexyl}-4-methylpiperidine-1-carboxamide F[C@@H]1[C@@H](C1)C1=NC(=NO1)C1(CCN(CC1)C(=O)N[C@@H]1[C@@H](CCC[C@H]1N1CCN(CC1)C(C)C)F)C